CN(CCNC)CC=1C(=C2N(N1)CCC2)C2CCC(CC2)(OCCC)C N1,N2-dimethyl-N1-((3-(4-methyl-4-propoxycyclohexyl)-5,6-dihydro-4H-pyrrolo[1,2-b]pyrazol-2-yl)methyl)ethane-1,2-diamine